(R)-2-chloro-N1-(4-chloro-3-(pyridin-2-yl)phenyl)-N-(2-hydroxy-1-phenylethyl)terephthalamide ClC1=C(C(=O)N([C@@H](CO)C2=CC=CC=C2)C2=CC(=C(C=C2)Cl)C2=NC=CC=C2)C=CC(=C1)C(=O)N